[Si](C1=CC=CC=C1)(C1=CC=CC=C1)(C(C)(C)C)OC[C@H]1N(CC(C1)=O)C(=O)OC(C)(C)C t-butyl (S)-2-(((t-butyldiphenylsilyl)oxy)methyl)-4-oxopyrrolidine-1-carboxylate